ClC1=C(C=CC=C1)CC(=O)NC1=CC(=C(C=C1)C=1C=NN(C1)CCC(C)(C)O)S(N)(=O)=O 2-(2-chlorophenyl)-N-{4-[1-(3-hydroxy-3-methylbutyl)-1H-pyrazol-4-yl]-3-sulfamoylphenyl}Acetamide